NC1=NC(=CC(=C1)NC(CCO)CCC)CC1=CC=C(C=C1)C(=O)N1CCNCC1 2-amino-4-((1-hydroxyhexan-3-yl)amino)-6-(4-(piperazine-1-carbonyl)benzyl)pyridin